(R)-1-(4-((5-(1-(3,3-difluoropropyl)-1H-benzo[d][1,2,3]triazol-6-yl)-6-fluoro-4-methoxypyrrolo[2,1-f][1,2,4]triazin-2-yl)amino)-3,3-difluoropyrrolidin-1-yl)ethan-1-one FC(CCN1N=NC2=C1C=C(C=C2)C=2C(=CN1N=C(N=C(C12)OC)N[C@H]1C(CN(C1)C(C)=O)(F)F)F)F